ClC1=CC=C(C2=CC=CC=C12)OCC=1C=CC(=NC1)OC1CNCC1 5-{[(4-chloro-1-naphthyl)oxy]methyl}-2-(pyrrolidin-3-yloxy)pyridine